N-(4-AMINO-3,4-DIOXO-1-PHENYLBUTAN-2-YL)-3-(BENZO[D][1,3]DIOXOL-4-YL)-1-METHYL-1H-PYRAZOLE-4-CARBOXAMIDE NC(C(C(CC1=CC=CC=C1)NC(=O)C=1C(=NN(C1)C)C1=CC=CC=2OCOC21)=O)=O